6'-((6-aminopyrimidin-4-yl)amino)-2-hydroxy-8'-methyl-2'H-spiro[cyclohexane-1,3'-imidazo[1,5-a]pyridine]-1',5'-dione NC1=CC(=NC=N1)NC1=CC(=C2N(C1=O)C1(NC2=O)C(CCCC1)O)C